N1=C(C=CC2=CC=CC=C12)CNCCCC N-[(quinolin-2-yl)methyl]N-butylamine